tert-butyl 4-(2-((phenylmethyl)sulfonamido)-4-(4-(4-((6-(trifluoromethyl)pyridazin-3-yl)oxy)-phenyl)piperidine-1-carbonyl)phenyl)piperazine-1-carboxylate C1(=CC=CC=C1)CS(=O)(=O)NC1=C(C=CC(=C1)C(=O)N1CCC(CC1)C1=CC=C(C=C1)OC=1N=NC(=CC1)C(F)(F)F)N1CCN(CC1)C(=O)OC(C)(C)C